N1N=CC=2C1=NC=C(C2)C#CC2=C(C=CC=1C(=NOC12)NC=1C=NC=C(C1)C(F)(F)F)C 7-((1H-pyrazolo[3,4-b]pyridin-5-yl)ethynyl)-6-methyl-N-(5-(trifluoromethyl)pyridin-3-yl)benzo[d]isoxazol-3-amine